tert-butyl (4-(tetrahydro-2H-pyran-4-yl)thiazol-2-yl)carbamate O1CCC(CC1)C=1N=C(SC1)NC(OC(C)(C)C)=O